N-(1-(ethylsulfonyl)-2-oxo-1,2-dihydropyridin-3-yl)-4-((2-hydroxyethyl)sulfonyl)-2-(6-azaspiro[2.5]octan-6-yl)benzamide C(C)S(=O)(=O)N1C(C(=CC=C1)NC(C1=C(C=C(C=C1)S(=O)(=O)CCO)N1CCC2(CC2)CC1)=O)=O